3-Methyl-2-oxopentanoic acid sodium salt [Na+].CC(C(C(=O)[O-])=O)CC